4-[1-(2-fluoroethyl)-1H-pyrazol-5-yl]-2-[(3R)-3-methylmorpholin-4-yl]-8-(1H-pyrazol-5-yl)-1,7-naphthyridine FCCN1N=CC=C1C1=CC(=NC2=C(N=CC=C12)C1=CC=NN1)N1[C@@H](COCC1)C